1,3,7-triazaspiro[4.5]decan N1CNCC12CNCCC2